benzyl 2-chloro-4-trifluoromethylthiazole-5-carboxylate ClC=1SC(=C(N1)C(F)(F)F)C(=O)OCC1=CC=CC=C1